FC1=C(C(=CC=C1)F)C1=NC=2C(=CNC(C2C(=C1)NC1=NC=C(C=C1)N1CCC(CC1)O)=O)C#N 2-(2,6-difluoro-phenyl)-4-[[5-(4-hydroxy-1-piperidyl)-2-pyridyl]amino]-5-oxo-6H-1,6-naphthyridin-8-carbonitrile